C1OCC[C@@H]2C1=C[C@@H]1CCCN21 (4aR,8aS,9aR)-hexahydro-1H,3H-pyrano[3,4-b]pyrrolizine